2-(6-isopropyl-2,6-diazaspiro[3.3]heptan-2-yl)pyrimidine-4-carboxylic acid C(C)(C)N1CC2(CN(C2)C2=NC=CC(=N2)C(=O)O)C1